(diphenylpyrimidinyl)(triphenylenyl)biphenyl C1(=CC=CC=C1)C1=CC(=NC(=N1)C=1C(=C(C=CC1)C1=CC=CC=C1)C1=CC=CC=2C3=CC=CC=C3C3=CC=CC=C3C12)C1=CC=CC=C1